3-[[4-[2-[(2,6-dimethylpyrimidin-4-yl)amino]pyrazolo[1,5-a]pyridin-5-yl]-6-(2-hydroxyethoxy)-3-pyridyl]oxy]-2,2-dimethyl-propanenitrile CC1=NC(=CC(=N1)NC1=NN2C(C=C(C=C2)C2=C(C=NC(=C2)OCCO)OCC(C#N)(C)C)=C1)C